OC1=C(C=C(C=2OC3=CC(=CC(=C3C(C2)=O)O)O)C=C1)OC 4',5,7-trihydroxy-3'-methoxyflavone